CC1=CC=C(\C=N\NC2=NC(=NC(=C2)N/N=C/C2=CC=C(C=C2)C)N)C=C1 4,6-bis(2-((E)-4-methylbenzylidene)hydrazino)pyrimidin-2-amine